S1C(=NC=C1)N1CC2(C=3C=NC(=CC31)NC(C)=O)CC2 N-(1'-(thiazol-2-yl)-1',2'-dihydrospiro[cyclopropane-1,3'-pyrrolo[3,2-c]pyridin]-6'-yl)acetamide